(1-methyl-3,5,6,7-tetrahydro-s-indacenyl)(pentamethylcyclopentadienyl)hafnium CC1=C(CC2=CC=3CCCC3C=C12)[Hf]C1(C(=C(C(=C1C)C)C)C)C